C(C)(C)(C)OC(N(CC(CNC(=O)OC(C)(C)C)O)CC(CN)O)=O.C1(CC1)CNC(=O)C1COC2=CC=CC=C2C1 N-(cyclopropylmethyl)chroman-3-carboxamide tert-butyl-N-(3-amino-2-hydroxy-propyl)-N-[3-(tertbutoxycarbonylamino)-2-hydroxy-propyl]carbamate